N=C(C1=CC=C(C=C1)CNC([C@H](C)NC([C@@H](CCC1=CC=CC=C1)NCCC1=CC(=CC=C1)OC(F)(F)F)=O)=O)NC(OCC1=CC=CC=C1)=O benzyl (imino(4-(((S)-2-((R)-4-phenyl-2-((3-(trifluoromethoxy)phenethyl)amino)butanamido)propanamido)methyl)phenyl)methyl)carbamate